C[C@H]1CC2=C(O1)C3=C(C(=CC=C3)O)C(=O)C2=O The molecule is a naphthofuran that is 2,3-dihydronaphtho[1,2-b]furan-4,5-dione substitutd by a hydroxy group at position 6 and a methyl group at position 2. It is isolated from Norcardia sp.TC-A0248 and acts as a protein tyrosine phosphatase inhibitor. It has a role as a metabolite, an EC 3.1.3.48 (protein-tyrosine-phosphatase) inhibitor, an antifungal agent and an antimicrobial agent. It is a naphthofuran, a member of phenols and a member of orthoquinones.